OC[C@H](CC)N1N=CC=2C1=NC(=NC2NC2=NNC(=C2)C)NC2C1CC3(CC(CC2C3)C1)O Trans-4-[(1-[(2S)-1-hydroxybutan-2-yl]-4-[(5-methyl-1H-pyrazol-3-yl)amino]-1H-pyrazolo[3,4-d]pyrimidin-6-yl)amino]adamantan-1-ol